2-(((1-(3,5-Dichlorophenyl)-1H-pyrazol-5-yl)amino)methylene)malonic acid diethyl ester C(C)OC(C(C(=O)OCC)=CNC1=CC=NN1C1=CC(=CC(=C1)Cl)Cl)=O